methyltri(dimethylsilyloxy)silane C[Si](O[SiH](C)C)(O[SiH](C)C)O[SiH](C)C